NC1=NC=C(C2=C1C=NN2)NC(C(N2[C@H](CN([C@@H](C2)C)C(C(CN(C)C)(C)C)=O)C2=CC=CC=C2)=O)=O N-(4-amino-1H-pyrazolo[4,3-c]pyridin-7-yl)-2-oxo-2-[(2S,5R)-4-[3-(dimethylamino)-2,2-dimethyl-propanoyl]-5-methyl-2-phenyl-piperazin-1-yl]acetamide